C(C)OC(=O)C=1CN(CCC1C1=NC=CC=C1)C(=O)OC(C)(C)C 5',6'-dihydro-[2,4'-bipyridine]-1',3'(2'H)-dicarboxylic acid 1'-(tert-butyl) 3'-ethyl ester